N-(2-chloro-3-(trifluoro-methyl)benzyl)-8-((dimethylamino)meth-yl)-5-fluoro-8-hydroxy-5,6,7,8-tetrahydroquinoline-5-carboxamide ClC1=C(CNC(=O)C2(C=3C=CC=NC3C(CC2)(O)CN(C)C)F)C=CC=C1C(F)(F)F